(2S,4S)-4-azido-2-cyanopyrrolidin-1-ium 4-methylbenzenesulfonate CC1=CC=C(C=C1)S(=O)(=O)[O-].N(=[N+]=[N-])[C@H]1C[C@H]([NH2+]C1)C#N